(E)-6-amino-2-mercapto-5-((naphthalen-1-ylmethylene)amino)pyrimidin-4-ol NC1=C(C(=NC(=N1)S)O)/N=C/C1=CC=CC2=CC=CC=C12